ClC1=NC(=CC(=C1)N1N=CC(=C1)S(=O)(=O)Cl)C(F)(F)F 1-[2-chloro-6-(trifluoromethyl)-4-pyridyl]pyrazole-4-sulfonyl chloride